NC1CCN(CC1)C1=CC=C(C=N1)S(=O)(=O)NC1=C(N=CS1)C(=O)O 5-[6-(4-aminopiperidin-1-yl)pyridin-3-ylsulfonylamino]-1,3-thiazole-4-carboxylic acid